[K].ON(C(C(=O)O)(C)CC)O N,N-dihydroxyethyl-2-aminopropionic acid potassium